(±)-(Trans)-1-(cyclobutylmethyl)-3-fluoro-4-(4-nitro-1H-pyrazol-1-yl)piperidine methyl-2-cyclopropyl-8-vinylimidazo[1,2-a]pyridine-6-carboxylate COC(=O)C=1C=C(C=2N(C1)C=C(N2)C2CC2)C=C.C2(CCC2)CN2C[C@H]([C@@H](CC2)N2N=CC(=C2)[N+](=O)[O-])F |r|